7-chloro-1H-indole ClC=1C=CC=C2C=CNC12